CC1=NC=C(C2=C1CC(C2)NCCCC2=CN(C(O2)=O)C2=NC1=C(OCC(N1)=O)N=C2)C#N 1-Methyl-6-[3-[2-oxo-3-(3-oxo-4H-pyrazino[2,3-b][1,4]oxazin-6-yl)-1,3-oxazol-5-yl]propylamino]-6,7-dihydro-5H-cyclopenta[c]pyridine-4-carbonitrile